4-chloro-2-(1,1-difluoroethyl)-6-(oxetan-3-yl)pyridine (1R,3S)-3-[5-(3-chloro-5-formyl-4-hydroxybenzamido)-2H-pyrazol-3-yl]cyclopentyl-N-isopropylcarbamate ClC=1C=C(C(=O)NC=2C=C(NN2)[C@@H]2C[C@@H](CC2)N(C(O)=O)C(C)C)C=C(C1O)C=O.ClC1=CC(=NC(=C1)C1COC1)C(C)(F)F